methyl 2-acetyl-5-bromo-1-methyl-6-oxo-pyridine-3-carboxylate C(C)(=O)C=1N(C(C(=CC1C(=O)OC)Br)=O)C